N[C@H]1[C@H]2CC[C@@H](C1)N2C(=O)C=2C=CC(=C(C2)C2=CC(=C(C=C2)C#N)F)C=2C=C1C=CN(C1=CC2F)CC(C)(C)O |o1:1,2,5| 5'-((1R,2R,4S)-rel-2-amino-7-azabicyclo[2.2.1]heptane-7-carbonyl)-3-fluoro-2'-(6-fluoro-1-(2-hydroxy-2-methylpropyl)-1H-indol-5-yl)-[1,1'-biphenyl]-4-carbonitrile